deoxytalose O=CC[C@@H](O)[C@@H](O)[C@H](O)CO